S(=O)(=O)(O)O.C=C.C=C bisethylene sulfate